(Z)-9-cis-6,7-Epoxyheptadecene C=CCCCC1C(CCCCCCCCCC)O1